OCC(C(CO)(C)C)NC(OC(C)(C)C)=O tert-Butyl (1,4-dihydroxy-3,3-dimethylbutan-2-yl)carbamate